2-((4-bromophenyl)ethynyl)-nitrobenzene BrC1=CC=C(C=C1)C#CC1=C(C=CC=C1)[N+](=O)[O-]